C(C)OC(=O)C=1N=C(SC1)N1CCC2=C1N=NC(=C2C)NC=2SC1=C(N2)C=CC=C1.CC=1C=C(C=CC1)C(C)=O 1-(3-methylphenyl)ethanone ethyl-2-{3-[(1,3-benzothiazol-2-yl)amino]-4-methyl-5H,6H,7H-pyrrolo[2,3-C]pyridazin-7-yl}-1,3-thiazole-4-carboxylate